C(C)(C)C1=CC=C(C=C1)CN 1-(4-isopropylphenyl)methanamine